4-[(1S,4S,5R)-5-[[4-cyclopropyl-1-(2,6-dichlorophenyl)-1H-1,2,3-triazol-5-yl]methoxy]-2-azabicyclo[2.2.1]heptan-2-yl]benzoic acid C1(CC1)C=1N=NN(C1CO[C@H]1[C@@H]2CN([C@H](C1)C2)C2=CC=C(C(=O)O)C=C2)C2=C(C=CC=C2Cl)Cl